4-(4-Bromo-2-methylphenyl)oxane-4-carboxamide BrC1=CC(=C(C=C1)C1(CCOCC1)C(=O)N)C